trichloro-(octadecyl)silane Cl[Si](CCCCCCCCCCCCCCCCCC)(Cl)Cl